BrC=1C(=C2C(=NC1)N=C(N2)C2=C(N(C(=C2)C)C=2C=C(C=CC2)NC(CN(C)C)=O)C)N[C@@H]2CN(CC2)S(=O)(=O)CC (S)-N-(3-(3-(6-bromo-7-((1-(ethylsulfonyl)pyrrolidine-3-yl)amino)-1H-imidazo[4,5-b]pyridine-2-yl)-2,5-dimethyl-1H-pyrrol-1-yl)phenyl)-2-(dimethylamino)acetamide